NC1=CC=C(C=N1)C=1C=C2C(=NC=NC2=CC1)NC1=CC(=CC=C1)F 6-(6-aminopyridin-3-yl)-N-(3-fluorophenyl)quinazolin-4-amine